NC(CCCN1N=CC(=C1)N1C(=C(C2=CC=C(C(=C12)F)Cl)SC1=CC=CC(=N1)C(=O)O)C1CC1)=O 6-(1-(1-(4-amino-4-oxobutyl)-1H-pyrazol-4-yl)-(6-chloro-2-cyclopropyl-7-fluoro-1H-indol-3-yl)thio)picolinic acid